1-ethyl 15-methyl 2,2,14,14-tetramethyl-8-oxopentadecanedioate CC(C(=O)OCC)(CCCCCC(CCCCCC(C(=O)OC)(C)C)=O)C